S(=O)(=O)([O-])[O-].N[C@@H](CC(C)C)C(=O)O.[K+].[K+] potassium L-leucine sulfate